N-[5-[3-(3,3-dimethylbutoxy)-5-fluorophenyl]-4-(2,6-dimethylphenyl)-1,3-thiazol-2-yl]-3-methylsulfonylbenzenesulfonamide CC(CCOC=1C=C(C=C(C1)F)C1=C(N=C(S1)NS(=O)(=O)C1=CC(=CC=C1)S(=O)(=O)C)C1=C(C=CC=C1C)C)(C)C